CC1=CC=C(O1)CC1=C(C(=O)N)C=CC=C1NC=1C=NC(=NC1)C1=CC=CC=C1 [(5-methylfuran-2-yl)methyl]-3-[(2-phenylpyrimidin-5-yl)amino]benzamide